(±)-4-[(4-chlorophenyl)sulfinyl]-N-methyl-N-(2-methylphenyl)-3-nitrobenzamide ClC1=CC=C(C=C1)[S@@](=O)C1=C(C=C(C(=O)N(C2=C(C=CC=C2)C)C)C=C1)[N+](=O)[O-] |r|